N[C@H]1[C@@H](CCCC1)N trans-(1R,2R)-1,2-diamino-cyclohexane